2-(4-(3,4-dichlorophenyl)-5-isopropylthiazol-2-ylamino)nicotinonitrile ClC=1C=C(C=CC1Cl)C=1N=C(SC1C(C)C)NC1=C(C#N)C=CC=N1